C1CC12CN(CC2)CCNC(=O)C=2C=C(C(=NC2)C)NC(=O)C=2C=NN1C2SC(=C1)C1=C2N(N=C1)CCC2 N-(5-((2-(5-azaspiro[2.4]heptan-5-yl)ethyl)carbamoyl)-2-methylpyridin-3-yl)-2-(5,6-dihydro-4H-pyrrolo[1,2-b]pyrazol-3-yl)pyrazolo[5,1-b]thiazole-7-carboxamide